N,6-dimethyl-5-(4-((2-((N-(2,2,2-trifluoroethyl)sulfamoyl)amino)pyridin-4-yl)methyl)piperazin-1-yl)picolinamide CNC(C1=NC(=C(C=C1)N1CCN(CC1)CC1=CC(=NC=C1)NS(NCC(F)(F)F)(=O)=O)C)=O